6-[1-[[4-[5-(Difluoromethyl)-1,3,4-oxadiazol-2-yl]-2,6-difluorophenyl]methyl]triazol-4-yl]-N-ethylquinazolin-2-amine FC(C1=NN=C(O1)C1=CC(=C(C(=C1)F)CN1N=NC(=C1)C=1C=C2C=NC(=NC2=CC1)NCC)F)F